ClC=1C(=NC(=NC1)N[C@@H]1CCOC[C@H]1O)C=1C=C(C2=C(N(C(=N2)C(C)(C)O)CC(F)F)C1)F 1,5-anhydro-3-({5-chloro-4-[1-(2,2-difluoroethyl)-4-fluoro-2-(2-hydroxypropan-2-yl)-1H-benzimidazol-6-yl]pyrimidin-2-yl}amino)-2,3-dideoxy-D-threo-pentitol